C(C)(C)(C)OC(=O)N[C@@H]1CC(CC12CCN(CC2)C(=O)OC(C)(C)C)=O tert-butyl (R)-1-((tert-butoxycarbonyl)amino)-3-oxo-8-azaspiro[4.5]decane-8-carboxylate